ClC=1C=C(C=C2C(=C(C=NC12)C#N)NCC(C)(C)C)N[C@@H](C1=C2C=CN=C(C2=CC=C1)OC)C=1N=NN(C1)C1(CC1)C(F)F (S)-8-chloro-6-(((1-(1-(difluoromethyl)cyclopropyl)-1H-1,2,3-triazol-4-yl)(1-methoxyisoquinolin-5-yl)methyl)amino)-4-(neopentylamino)quinoline-3-carbonitrile